BrC=1C=NN(C1C1=CC=CC=C1)C1=CC=C(C=C1)C(F)(F)F 4-bromo-1-(4-trifluoromethylphenyl)-5-phenyl-1H-pyrazole